FC1=C(C(=CC=C1O)C(F)(F)F)B(O)O (2-fluoro-3-hydroxy-6-(trifluoromethyl)phenyl)boronic acid